platinum-tungsten oxide [W]=O.[Pt]